C1(CC1)N1CC=2N(CC1)N=C(C2)N 5-Cyclopropyl-4,5,6,7-tetrahydropyrazolo[1,5-a]pyrazin-2-amine